FC(C1=CC=C(C=C1)CN1C2=C(C=3C=C(C=CC13)OC)N=CC=C2)(F)P(O)(O)=O (difluoro(4-((8-methoxy-5H-pyrido[3,2-b]indol-5-yl)methyl)phenyl)methyl)phosphonic acid